N=1N=CC=2C1NC=C(C2)C(=O)N 7H-pyrazolo[3,4-b]pyridine-5-carboxamide